CC(CC)NC(C(C)OC1=CC=C(C=C1)C=O)=O N-(BUTAN-2-YL)-2-(4-FORMYLPHENOXY)PROPANAMIDE